C(CCCCCCCCCCC)(=O)OCC(COC(CCCCCCCCCCC)=O)O 2-hydroxypropane-1,3-diol di(dodecanoate)